Cl.O1N=C(C2=C1C=CC=C2)C2=C(C=CC=C2)[C@H](CC2=NC(=CC=C2)C)N (S)-1-[2-(Benzo[d]isoxazol-3-yl)phenyl]-2-(6-methylpyridine-2-yl)ethan-1-amine hydrochloride